C1N(CC12CCC2)C(=O)C=2C=NN1C2C=CC=C1C1=CC=C2CNC(C2=C1)=O 6-(3-(2-azaspiro[3.3]heptane-2-carbonyl)pyrazolo[1,5-a]pyridin-7-yl)isoindolin-1-one